ClC1=CC=C2C(=NC(N(C2=C1)C)=O)N(C1=CC(=CC=C1)C1=CC=C(C=C1)N1S(CCC1)(=O)=O)C 7-chloro-4-[3-[4-(1,1-dioxo-1,2-thiazolidin-2-yl)phenyl]-N-methyl-anilino]-1-methyl-quinazolin-2-one